(E,Z)-3-[2-(pyrrolidine-3-yl)ethyliden]-6alpha-hydroxymethylandrostane-7,17-dione N1CC(CC1)C\C=C/1\CC2[C@H](C([C@H]3[C@@H]4CCC([C@@]4(C)CC[C@@H]3[C@]2(CC1)C)=O)=O)CO